FC(C(=O)[O-])(F)F.NC=1CC(=CC2=C(N1)C=C(S2)CCCCC[NH3+])C(=O)OCC 5-(5-amino-7-(ethoxycarbonyl)-6H-thieno[3,2-b]azepin-2-yl)pentan-1-aminium trifluoroacetate